1-(4-(4-(5-(2,6-Dichlorophenyl)-4,5-dihydroisoxazol-3-yl)thiazol-2-yl)piperidin-1-yl)-2-((6-methoxypyrazin-2-yl)oxy)ethan-1-on ClC1=C(C(=CC=C1)Cl)C1CC(=NO1)C=1N=C(SC1)C1CCN(CC1)C(COC1=NC(=CN=C1)OC)=O